C1=NC=C(C2=CC=CC=C12)C1=CC=C(C=C1)C=1C=NN(C1)CC(=O)N1CCN(CC1)C(CCCCCCCCCCNC(OC(C)(C)C)=O)=O tert-butyl N-[11-[4-[2-[4-[4-(4-isoquinolyl)phenyl]pyrazol-1-yl]acetyl]piperazin-1-yl]-11-oxo-undecyl]carbamate